3-(dipropylaminoformyl)-phenyl-methyl mercaptan C(CC)N(CCC)C(=O)C=1C=C(C=CC1)CS